O1CCOC2=C1C=CC(=C2)C=2N(C(=CC2C(=O)O)C2=C1C(=NC=C2)NC=C1)COCC[Si](C)(C)C 2-(2,3-dihydro-1,4-benzodioxin-6-yl)-5-(1H-pyrrolo[2,3-b]pyridin-4-yl)-1-{[2-(trimethylsilyl)ethoxy]methyl}-1H-pyrrole-3-carboxylic acid